CC=1C=C(C2=C(N=C(S2)NC(=O)C2CCN(CC2)S(=O)(=O)C=2C=NC(=CC2)F)C1)C N-(5,7-dimethylbenzo[d]thiazol-2-yl)-1-((6-fluoropyridin-3-yl)sulfonyl)piperidine-4-carboxamide